COC=1C=NC=C(C1)C=1CC[C@@H](CN1)C |r| 3-Methoxy-5-[rac-(3S)-3-methyl-2,3,4,5-tetrahydropyridin-6-yl]pyridine